The molecule is a member of the class of benzaldehydes in which the hydrogen at position 3 of benzaldehyde has been replaced by a methoxy group. It has a role as a Brassica napus metabolite. It is a member of benzaldehydes and a monomethoxybenzene. COC1=CC=CC(=C1)C=O